5-(di(1-adamantyl)phosphino)-1',3',5'-triphenyl-1'H-[1,4']Bipyrazole C12(CC3CC(CC(C1)C3)C2)P(C2=CC=NN2C=2C(=NN(C2C2=CC=CC=C2)C2=CC=CC=C2)C2=CC=CC=C2)C23CC1CC(CC(C2)C1)C3